C(C)OP(=O)(OCC)C(C)C1=CC=C2C=CC(=CC2=C1)C(=O)OC1=C(C(=C(C(=C1F)F)F)F)F perfluorophenyl 7-(1-(diethoxyphosphoryl) ethyl)-2-naphthoate